2-methoxy-6-(methylsulfonyl)aniline COC1=C(N)C(=CC=C1)S(=O)(=O)C